C1(=CC=CC=C1)CSC1=NC=C(N=C1)Cl (phenylmethylthio)-5-chloropyrazine